NC1=CC(=C(C(=O)O)C=C1)C 4-amino-2-methyl-benzoic acid